8-(1-bromoethyl)-6-chloro-2-ethylsulfanyl-chromen-4-one BrC(C)C=1C=C(C=C2C(C=C(OC12)SCC)=O)Cl